C1N(CC2=CC=CC=C12)CC1=CC(C(=CO1)OCC1CCN(CC1)C(=O)OC1CC1)=O cyclopropyl 4-(((6-(isoindolin-2-ylmethyl)-4-oxo-4H-pyran-3-yl)oxy)methyl)piperidine-1-carboxylate